4-(5-bromo-1-(p-tolyl)-1H-pyrazol-3-yl)-2-fluorobenzonitrile BrC1=CC(=NN1C1=CC=C(C=C1)C)C1=CC(=C(C#N)C=C1)F